CC1=C(C=CC=C1C)N1CCN(CC1)C(CN1N=C(C2=C1CCC2)C(=O)N2C[C@@](CC2)(O)CF)=O |o1:28| (R or S)-1-(4-(2,3-dimethylphenyl)piperazin-1-yl)-2-(3-(3-(fluoromethyl)-3-hydroxypyrrolidine-1-carbonyl)-5,6-dihydrocyclopenta[c]pyrazol-1(4H)-yl)ethanone